[(1R)-2-(1-benzofuran-3-yl)-1-{[(1R,8S)-11-oxatricyclo[6.2.1.02,7]undeca-2(7),3,5-trien-1-yl]formamido}ethyl]boronic acid O1C=C(C2=C1C=CC=C2)C[C@H](NC(=O)[C@]21C=3C=CC=CC3[C@H](CC2)O1)B(O)O